Triisopropyl((5,6,8-trifluoro-4-(4,4,5,5-tetramethyl-1,3,2-dioxaborolan-2-yl)naphthalen-2-yl)oxy)silane C(C)(C)[Si](OC1=CC2=C(C=C(C(=C2C(=C1)B1OC(C(O1)(C)C)(C)C)F)F)F)(C(C)C)C(C)C